C(C)(C)(C)C1=CC=2C(=NC(=CN2)C2CCC[C@@H]([C@@H](N2)CO)OC(C)C)N1C([2H])([2H])[2H] [(2S,3S)-7-[6-tert-butyl-5-(trideuteriomethyl)pyrrolo[2,3-b]pyrazin-3-yl]-3-isopropoxy-azepan-2-yl]methanol